3-chloro-4-(1-(3,5-difluoropyridin-2-yl)ethoxy)-2'-(3-(dimethylamino)acryloyl)-5',6-dimethyl-2H-[1,4'-bipyridin]-2-one ClC=1C(N(C(=CC1OC(C)C1=NC=C(C=C1F)F)C)C1=CC(=NC=C1C)C(C=CN(C)C)=O)=O